CN(C1=CC=C(C=C1)C=1C=2N(C(=CN1)SC1=CC=C(C)C=C1)C=CN2)C 8-(p-dimethylaminophenyl)-5-(p-toluenesulfenyl)imidazo[1,2-a]pyrazine